CC1=CP(CC1)(C1=CC=CC=C1)=O 3-Methyl-1-phenyl-2-phospholen-1-oxid